2-(3-(2-cyano-2-(1-(methoxymethyl)-1H-benzo[d]imidazol-2-yl)vinyl)-2,5-dimethyl-1H-pyrrol-1-yl)-4,5-dimethylfuran-3-carbonitrile C(#N)C(=CC1=C(N(C(=C1)C)C=1OC(=C(C1C#N)C)C)C)C1=NC2=C(N1COC)C=CC=C2